[Si](C)(C)(C(C)(C)C)OCCCC(C(C)C)O 6-((tert-butyldimethylsilyl)oxy)-2-methylhexan-3-ol